OCC1CCN(CC1)C1=NC=CC(=C1)C1=CC(=NC=C1)NC(CCC1=CC=CC=C1)=O N-(2'-(4-(hydroxymethyl)piperidin-1-yl)-[4,4'-bipyridin]-2-yl)-3-phenylpropionamide